2-(6-ethenyl-1-oxospiro[3H-isoquinoline-4,1'-cyclopropane]-2-yl)-N-(5-fluoropyrimidin-2-yl)acetamide C(=C)C=1C=C2C(=CC1)C(N(CC21CC1)CC(=O)NC1=NC=C(C=N1)F)=O